(R,7R)-N-((1,2,3,5,6,7-hexahydro-s-indacen-4-yl)carbamoyl)-7-(methylamino)-5,6,7,8-tetrahydropyrazolo[5,1-b][1,3]oxazepine-3-sulfonimidamide C1CCC2=C(C=3CCCC3C=C12)NC(=O)N[S@](=O)(=N)C=1C=NN2C1OCC[C@H](C2)NC